FC(C1=CC(=C(C#N)C=C1)[N+](=O)[O-])F 4-(difluoromethyl)-2-nitrobenzonitrile